N1N=CC2=C1C=NC=C2C=O 1H-PYRAZOLO[3,4-C]PYRIDINE-4-CARBALDEHYDE